C(C)C=1C=CC=C2C=C(C=C(C12)B1OC(C(O1)(C)C)(C)C)OCOC 2-(8-Ethyl-3-(methoxymethoxy)naphth-1-yl)-4,4,5,5-tetramethyl-1,3,2-dioxaborolane